O=C1N(C=2N(C=C1)N=CC2)CC(=O)O 2-(5-Oxopyrazolo[1,5-a]pyrimidin-4(5H)-yl)acetic acid